tert-butyl 4-(2-(4-(1-(2-cyanophenyl)-2-(5-hydroxy-4-(isoxazol-4-ylcarbamoyl)-1-methyl-6-oxo-1,6-dihydropyrimidin-2-yl)propyl)-1H-pyrazol-1-yl)ethyl)piperazine-1-carboxylate C(#N)C1=C(C=CC=C1)C(C(C)C=1N(C(C(=C(N1)C(NC=1C=NOC1)=O)O)=O)C)C=1C=NN(C1)CCN1CCN(CC1)C(=O)OC(C)(C)C